6-((methyl-d3)-amino)-9H-purin C([2H])([2H])([2H])NC1=C2N=CNC2=NC=N1